NCC1(C2CCN(CC12)C1=CN=C2C(=N1)NN=C2C2=C1CNC(C1=CC=C2)=O)C2=NOC(=C2)C 4-(6-(7-(aminomethyl)-7-(5-methylisoxazol-3-yl)-3-azabicyclo[4.1.0]heptan-3-yl)-1H-pyrazolo[3,4-b]pyrazin-3-yl)isoindolin-1-one